BrC=1C(=C(C=NC1)C#N)C 5-bromo-4-methyl-pyridine-3-carbonitrile